CN1CC2=CC(=CC(=C2CC1)C)C=1N=C(C(=NC1)N)OC=1C=NN(C1)CC1CCOCC1 5-(2,5-dimethyl-1,2,3,4-tetrahydroisoquinolin-7-yl)-3-(1-((tetrahydro-2H-pyran-4-yl)methyl)-1H-pyrazol-4-yloxy)pyrazin-2-amine